6-(2-allyl-6-((4-(3,4-dimethylpiperazin-1-yl)phenyl)amino)-3-oxo-2,3-dihydro-1H-pyrazolo[3,4-d]pyrimidin-1-yl)pyridine-2-sulfonamide C(C=C)N1N(C2=NC(=NC=C2C1=O)NC1=CC=C(C=C1)N1CC(N(CC1)C)C)C1=CC=CC(=N1)S(=O)(=O)N